4-((4-hydroxypiperidin-4-yl)methyl)piperazin OC1(CCNCC1)CN1CCNCC1